NC1=NC=C(C=C1C(=O)N)C=1C=C2C(=NC=NC2=CC1)N1CCC2=CC(=C(C=C12)Cl)F 2-amino-5-[4-(6-chloro-5-fluoro-indolin-1-yl)quinazolin-6-yl]pyridine-3-carboxamide